5-(3-(4-((3-(cyanomethyl)-5-methylbenzyl)amino)butoxy)azetidin-1-yl)benzo[c][2,6]naphthyridine C(#N)CC=1C=C(CNCCCCOC2CN(C2)C2=NC3=C(C4=CN=CC=C24)C=CC=C3)C=C(C1)C